butyl N-[(6-{2-[2-(3-carbamoyl-1,5-dimethyl-1H-pyrazol-4-yl)ethoxy]-4-fluorophenyl}imidazo[1,2-a]pyridin-3-yl)methyl]-N-methylcarbamate C(N)(=O)C1=NN(C(=C1CCOC1=C(C=CC(=C1)F)C=1C=CC=2N(C1)C(=CN2)CN(C(OCCCC)=O)C)C)C